BrC1=C(C=CC=C1C(=O)OC)C1=CC=CC=C1 methyl 2-bromo-[1,1'-biphenyl]-3-carboxylate